N=1C=NN2C1C=C(C=C2)OC2=C(C=C(C=C2)NC2=NC=NC1=CC=3OCCC4NCCN(C3N=C12)C4)C N-(4-([1,2,4]triazolo[1,5-a]pyridin-7-yloxy)-3-methylphenyl)-7,8,9,10,11,12-hexahydro-6,10-methanopyrimido[4',5':5,6]pyrido[3,2-b][1,4,7]oxadiazecin-4-amine